O1C=C(C2=C1C=CC=C2)C2=NN(C1=C2C=NC(=C1)C(=O)N1C(CCC1)COC)CSC [3-(benzofuran-3-yl)-1-(methylsulfanylmethyl)pyrazolo[4,3-c]pyridin-6-yl]-[2-(methoxymethyl)pyrrolidin-1-yl]methanone